(S)-N-(1-(5-((5,6-difluoro-2,3-dihydro-1H-inden-2-yl)amino)pyridin-2-yl)-2,2,2-trifluoroethyl)-N-methyltetrahydro-2H-thiopyran-4-carboxamide 1,1-dioxide FC=1C=C2CC(CC2=CC1F)NC=1C=CC(=NC1)[C@@H](C(F)(F)F)N(C(=O)C1CCS(CC1)(=O)=O)C